[NH4+].P(=O)(OC1CN(C1)C(CCC1=CC=C(C=C1)OCCCCCCCCC)=O)(O)O 1-{3-[4-(Nonyloxy)phenyl]propanoyl}azetidin-3-yl dihydrogen phosphate ammonium salt